N-cyclopentyl-3-(3,7-dimethylocta-2,6-dien-1-yl)-2,4-dihydroxy-6-pentylbenzamide C1(CCCC1)NC(C1=C(C(=C(C=C1CCCCC)O)CC=C(CCC=C(C)C)C)O)=O